4-((4ar,8as)-3,3-dimethyloctahydroquinoxalin-1(2H)-yl)-3-fluorophenol CC1(CN([C@H]2CCCC[C@H]2N1)C1=C(C=C(C=C1)O)F)C